2-(2,6-dioxopiperidin-3-yl)-4-(4-((4-(5-methyl-1,3,4-thiadiazol-2-yl)piperazin-1-yl)methyl)benzylamino)isoindoline-1,3-dione O=C1NC(CCC1N1C(C2=CC=CC(=C2C1=O)NCC1=CC=C(C=C1)CN1CCN(CC1)C=1SC(=NN1)C)=O)=O